N1=NC(=CC2=C1C1=C(CCC2)C=CC=C1)N1N=C(N=C1N)NC1=CC(=C(C=C1)N1CC(CCCC1)N1CCCC1)F 1-(6,7-dihydro-5H-benzo[6,7]cyclohepta[1,2-c]pyridazin-3-yl)-N3-(3-fluoro-4-(3-pyrrolidin-1-yl-azepan-1-yl)phenyl)-1H-1,2,4-triazole-3,5-diamine